C1(CC1)C1=NNC(=N1)C1CC2(CN(C2)C(=O)N2CC3(C2)CN(C3)CC3=NN(C=C3)CC(F)(F)F)C1 [6-(3-cyclopropyl-1H-1,2,4-triazol-5-yl)-2-azaspiro[3.3]heptan-2-yl]-[6-[[1-(2,2,2-trifluoroethyl)pyrazol-3-yl]methyl]-2,6-diazaspiro[3.3]heptan-2-yl]methanone